1-(nitromethyl)cyclobutan-1-ol [N+](=O)([O-])CC1(CCC1)O